FC1(CC(C(NC1)=O)CC=1C=NC=2N(N1)C=C(N2)[C@H](C2CCC(CC2)(F)F)NC(OCC2=CC=CC=C2)=O)F benzyl ((1S)-(2-((5,5-difluoro-2-oxopiperidin-3-yl)methyl)imidazo[1,2-b][1,2,4]triazin-6-yl)(4,4-difluorocyclohexyl)methyl)carbamate